1-(4-(2-ethyl-6-(3-methoxyphenyl)-2H-indazol-3-yl)piperazin-1-yl)prop-2-en-1-one C(C)N1N=C2C=C(C=CC2=C1N1CCN(CC1)C(C=C)=O)C1=CC(=CC=C1)OC